9-Methylene-12-azatricyclo[6.3.1.02,7]dodeca-2,4,6-triene-12-carboxylic acid tert-butyl ester C(C)(C)(C)OC(=O)N1C2C3=CC=CC=C3C1C(CC2)=C